N1CC(C1)C(=O)N1CC=2N(CC1)C=C(N2)C2=NC=C(C=N2)C(F)(F)F azetidin-3-yl-(2-(5-(trifluoromethyl)pyrimidin-2-yl)-5,6-dihydroimidazo[1,2-a]pyrazin-7(8H)-yl)methanone